trimethylolbutane dimethacrylate C(C(=C)C)(=O)O.C(C(=C)C)(=O)O.C(O)C(CCC)(CO)CO